5,7-di-tert-amyl-2-phenyl-benzoxazole C(C)(C)(CC)C=1C=C(C2=C(N=C(O2)C2=CC=CC=C2)C1)C(C)(C)CC